3-glycidoxypropylmethyldipropyloxySilane C(C1CO1)OCCC[Si](OCCC)(OCCC)C